N(=NC(C)(C)C1=NCCCN1)C(C)(C)C1=NCCCN1 2,2'-azobis[2-(3,4,5,6-tetrahydropyrimidin-2-yl)propane]